Cl.CN1C2=CC=CC=C2[C@H](C12CCNCC2)N (3R)-1-methylspiro[3H-indole-2,4'-piperidine]-3-amine hydrochloride